BrC=1C=2N(C3=CC(=NC=C3C1)Cl)C=C(N2)C(F)(F)F 4-bromo-8-chloro-2-(trifluoromethyl)imidazo[1,2-a][1,6]naphthyridine